5-(6-(6-Methylpyridin-2-yl)-2,3-dihydro-1H-imidazo[1,2-a]imidazol-5-yl)-2-(methylthio)aniline CC1=CC=CC(=N1)C=1N=C2N(CCN2)C1C=1C=CC(=C(N)C1)SC